COC(=O)C1(CCCCC1)N1N=C2C(=CC(=CC2=C1)Br)OC (5-bromo-7-methoxy-indazol-2-yl)cyclohexanecarboxylic acid methyl ester